NC1=CNN(S1)S 5-amino-1,2,3-thiadiazole-2-thiol